[Si](C)(C)(C(C)(C)C)OCCN1C=C(C=2C(=NC=CC21)C(F)(F)F)I 1-{2-[(tert-butyldimethylsilyl)oxy]ethyl}-3-iodo-4-(trifluoromethyl)-1H-pyrrolo[3,2-c]pyridine